C(=O)(O)[C@H](CC(=O)C1=CC2=C(S1)C=C(C(=C2F)OCCCOC2=CC1=C(SC(=C1)C(C[C@@H](C(=O)O)C)=O)C=C2O)OC)C (S)-4-(5-(3-((2-((S)-3-carboxybutanoyl)-4-fluoro-6-methoxybenzo[b]thiophen-5-yl)oxy)propoxy)-6-hydroxybenzo[b]thiophen-2-yl)-2-methyl-4-oxobutanoic acid